2-ethyl-4-methylpyridin-3-amine C(C)C1=NC=CC(=C1N)C